3-(3-methyl-2,3-dihydro-1H-inden-5-yl)propanal CC1CCC2=CC=C(C=C12)CCC=O